acrylic acid (3-ethyl-3-oxetanyl)methyl ester C(C)C1(COC1)COC(C=C)=O